(2R)-4-(6-chloropyridazin-3-yl)-N,N-dimethyl-morpholine-2-carboxamide ClC1=CC=C(N=N1)N1C[C@@H](OCC1)C(=O)N(C)C